5-((3-chloro-2-methoxyphenyl)aminomethyl-sulfonyl)-4-hydroxy-6-oxo-3,6-dihydropyridine-1(2H)-carboxylic acid tert-butyl ester C(C)(C)(C)OC(=O)N1CCC(=C(C1=O)S(=O)(=O)CNC1=C(C(=CC=C1)Cl)OC)O